N[C@H](C(=O)O)CCN(C1=CC=CC=C1)C (S)-2-amino-4-(methyl(phenyl)amino)butanoic acid